N[C@@H]1C[C@@H](OC1)C(=O)OC |r| methyl rac-(2R,4R)-4-aminotetrahydrofuran-2-carboxylate